ClC1=NC=2C=CN=C(C2C(=C1)OCC)C#N 2-chloro-4-ethoxy-1,6-naphthyridine-5-carbonitrile